COC1=CC(=NC(=C1)NC=1SC(=CN1)C=1OC(=NN1)C1=CC=CC=C1)NC1CCC(CC1)O (1R,4R)-4-((4-methoxy-6-((5-(5-phenyl-1,3,4-oxadiazol-2-yl)thiazol-2-yl)amino)pyridine-2-yl)amino)cyclohexan-1-ol